1-(benzofuran-5-yl)-4-chloro-N-(3-methyl-5-(phenylethynyl)pyridin-2-yl)-1H-pyrazole-5-carboxamide O1C=CC2=C1C=CC(=C2)N2N=CC(=C2C(=O)NC2=NC=C(C=C2C)C#CC2=CC=CC=C2)Cl